(S)-2-(4-Fluorophenyl)-6-methyl-3-(6-methyl-1H-pyrazolo[3,4-b]pyridin-4-yl)-6,7-dihydro-5H-pyrazolo[5,1-b][1,3]oxazine FC1=CC=C(C=C1)C1=NN2C(OC[C@H](C2)C)=C1C1=C2C(=NC(=C1)C)NN=C2